1,1,1,3,3,3-Hexafluoropropan-2-yl (R)-1-((3-fluorophenyl)carbamoyl)-6-azaspiro[2.5]octan-6-carboxylat FC=1C=C(C=CC1)NC(=O)[C@@H]1CC12CCN(CC2)C(=O)OC(C(F)(F)F)C(F)(F)F